N[C@@H]1CN(CC[C@H]1F)C1=NC2=C(N1CC1=CC=C(C=N1)C#N)C=CC=C2C 6-((2-((3r,4r)-3-amino-4-fluoro-1-piperidinyl)-4-methyl-1H-benzimidazol-1-yl)methyl)-3-pyridinecarbonitrile